2-chloro-4-((2-propylbenzyl)amino)pyrimidin-5-carboxamide ClC1=NC=C(C(=N1)NCC1=C(C=CC=C1)CCC)C(=O)N